2,2'-bis(fluoro)diaminobiphenyl FC1=C(C=CC(=C1N)N)C1=C(C=CC=C1)F